(4-(((3,5-dicyano-4-ethyl-6-(3-hydroxypyrrolidin-1-yl)pyridin-2-yl)thio)methyl)benzyl)carbamic acid tert-butyl ester C(C)(C)(C)OC(NCC1=CC=C(C=C1)CSC1=NC(=C(C(=C1C#N)CC)C#N)N1CC(CC1)O)=O